COC=1C=C(C=CC1)C(C(=O)N)CC1=CC=CC=C1 2-(m-methoxyphenyl)-3-phenylpropionamide